CC=1N(C2=CC=C(C=C2C1C=1OC(=CC1)C)S(=O)(=O)N)C1=CC=C(C=C1)C(F)(F)F methyl-3-(5-methylfuran-2-yl)-1-(4-(trifluoromethyl)phenyl)-1H-indole-5-sulfonamide